1-(2-(6-tert-butyl-5-(3,4-dichlorophenyl)thieno[2,3-d]pyrimidin-4-yloxy)phenyl)ethanone C(C)(C)(C)C1=C(C2=C(N=CN=C2OC2=C(C=CC=C2)C(C)=O)S1)C1=CC(=C(C=C1)Cl)Cl